2,5-Dimethylpyridine-3-amine CC1=NC=C(C=C1N)C